CN(CCN(C1=C(C=C(C(=C1)OC)NC1=NC=NC(=C1)N1OCC[C@H]1C1=CC=CC=C1)NC(C=C)=O)C)C N-(2-((2-(dimethylamino)ethyl)(methyl)amino)-4-methoxy-5-((6-((S)-3-phenylisoxazolidine-2-yl)pyrimidine-4-yl)amino)phenyl)acrylamide